FC=1C(=C(C=C2CCN(CC12)CCCC1=CC=C(C=C1)F)O)N1CC(NS1(=O)=O)=O 5-{8-fluoro-2-[3-(4-fluorophenyl)propyl]-6-hydroxy-1,2,3,4-tetrahydroisoquinolin-7-yl}-1λ6,2,5-thiadiazolidine-1,1,3-trione